Aminopyrene-1,3,6-trisulfonic acid NC1=C(C=2C=CC3=CC=C(C=4C=CC(=C1S(=O)(=O)O)C2C43)S(=O)(=O)O)S(=O)(=O)O